O[C@@H](C)[C@H](CC)N1NC=NC1=O 2-[(2S,3S)-2-hydroxypentan-3-yl]-1,2,4-triazole-3-one